(S)-N-((S)-2-(4-(7H-pyrrolo[2,3-d]pyrimidin-2-yl)phenyl)-1-cyanoethyl)-1,4-oxazolidine-2-carboxamide N1=C(N=CC2=C1NC=C2)C2=CC=C(C=C2)C[C@@H](C#N)NC(=O)[C@H]2OCNC2